6-(4-hydroxy-2-methoxybenzylamino)-3-glucopyranosylpurine OC1=CC(=C(CNC2=C3N=CN=C3N(C=N2)C2[C@H](O)[C@@H](O)[C@H](O)[C@H](O2)CO)C=C1)OC